1-O-α-D-glucopyranosyl-xylitol [C@H]1([C@H](O)[C@@H](O)[C@H](O)[C@H](O1)CO)OC[C@H](O)[C@@H](O)[C@H](O)CO